1-(2-(dimethylamino)ethyl)-N4-(4-(5-fluoro-1H-indol-3-yl)-5-(trifluoromethyl)pyrimidin-2-yl)-N1-methylbenzene-1,2,4-triamine CN(CCC1(C(C=C(C=C1)NC1=NC=C(C(=N1)C1=CNC2=CC=C(C=C12)F)C(F)(F)F)N)NC)C